FC=1C=C2C=C(C=NC2=CC1F)C(C)N 1-(6,7-difluoro-quinolin-3-yl)-ethylamine